CC=1C=C(C=C(C1)C1=CC=CC=C1)C1=CC=CC=C1 5'-Methyl-1,1':3',1''-terphenyl